NC1=NC=NN2C1=CC=C2[C@H]2[C@@H]([C@@H]([C@@](O2)(C#N)COP(=O)(OC2=CC=CC=C2)N[C@@H](C)C(=O)OCC(CC)CC)O)O 2-ethylbutyl ((((2R,3S,4R,5S)-5-(4-aminopyrrolo[2,1-f][1,2,4]triazin-7-yl)-2-cyano-3,4-dihydroxytetrahydrofuran-2-yl)methoxy)(phenoxy)phosphoryl)-L-alaninate